C\C(=C/COC(CCCCCCCC)=O)\CC\C=C(\CCC=C(C)C)/C.NC1=C2C(=NC=N1)N(N=C2C2=CC(=CC=C2)O)C(C)C=2OC1=CC=CC=C1C(C2C2=CC(=CC=C2)F)=O 2-(1-(4-amino-3-(3-hydroxyphenyl)-1H-pyrazolo[3,4-d]pyrimidin-1-yl)ethyl)-3-(3-fluorophenyl)-4H-chromen-4-one (E,E)-3,7,11-Trimethyl-2,6,10-dodecatrienyl-nonanoate